4-(2-(4-bromo-2-fluorophenyl)but-3-yn-2-yl)thiazol-2-amine BrC1=CC(=C(C=C1)C(C)(C#C)C=1N=C(SC1)N)F